4-Bromo-6-(2-hydroxypropoxy)pyrazolo[1,5-a]pyridine-3-carbonitrile BrC=1C=2N(C=C(C1)OCC(C)O)N=CC2C#N